BrC1=CC=C2C(CCSC2=C1)NS(=O)C(C)(C)C N-(7-bromothiochroman-4-yl)-2-methylpropane-2-sulfinamide